OC(CC=O)CO 3,4-dihydroxy-n-butyraldehyde